COC(=O)C1=C(C(=NN1C=1SC(=C(N1)N1CCOCC1)SC(C)C)C)Br 4-bromo-1-(5-(isopropylsulfanyl)-4-morpholinothiazol-2-yl)-3-methyl-1H-pyrazole-5-carboxylic acid methyl ester